6-chloro-N-(3-chloro-2,4-difluorophenyl)pyrido[3,2-d]pyrimidin-4-amine ClC=1C=CC=2N=CN=C(C2N1)NC1=C(C(=C(C=C1)F)Cl)F